1-(3-(4-(5-(2,3-dihydro-1H-inden-4-yl)-6-methoxy-1H-pyrazolo[4,3-b]pyridin-3-yl)-1H-pyrazol-1-yl)azetidin-1-yl)-2-methoxyethan-1-one C1CCC2=C(C=CC=C12)C1=C(C=C2C(=N1)C(=NN2)C=2C=NN(C2)C2CN(C2)C(COC)=O)OC